F[C@H]1[C@@H](C1)C1=C(C=NN1C)C(=O)O trans-5-(2-fluorocyclopropyl)-1-methyl-1H-pyrazole-4-carboxylic acid